2,5-Dichlorotoluene 2-[1-(2-hydroxy-3,5-di-tert-pentylphenyl)ethyl]-4,6-di-tert-pentylphenylacrylate OC1=C(C=C(C=C1C(C)(C)CC)C(C)(C)CC)C(C)C1=C(C(=CC(=C1)C(C)(C)CC)C(C)(C)CC)OC(C=C)=O.ClC1=C(C)C=C(C=C1)Cl